2-amino-4-methyl-5-phosphono-3-pentenoic acid NC(C(=O)O)C=C(CP(=O)(O)O)C